O1NC12CCCCC2 oxa-azaspiro[2.5]octane